6-(4-Aminopiperidin-1-yl)-3-(4-cyano-3-fluorophenyl)-2-(3-hydroxy-4-methoxyphenyl)pyridine NC1CCN(CC1)C1=CC=C(C(=N1)C1=CC(=C(C=C1)OC)O)C1=CC(=C(C=C1)C#N)F